[3-(aminomethyl)3,5,5-trimethylcyclohexyl]hexane-1,6-diamine NCC1(CC(CC(C1)(C)C)C(CCCCCN)N)C